CN1N=CC2=CC=C(C(=C12)C1=C(C(=CC=2CC(CCC12)(C)C)N1CC2(CN(C2)C(C=C)=O)CC1)C#N)C 1-(1,6-dimethyl-1H-indazol-7-yl)-6,6-dimethyl-3-(2-(2-propenoyl)-2,6-diazaspiro[3.4]octan-6-yl)-5,6,7,8-tetrahydro-2-naphthalene-carbonitrile